Bicyclo[4.2.0]octatriene C12=CC=CC=C2CC1